C1(CC1)C(=O)N1CCC(CC1)(O)CN1C=NC2=C(C1=O)C=NN2C2=CC=C(C=C2)NCC2CN(CCC2)C 5-[(1-cyclopropanecarbonyl-4-hydroxypiperidin-4-yl)methyl]-1-(4-{[(1-methylpiperidin-3-yl)methyl]amino}phenyl)-1H,4H,5H-pyrazolo[3,4-d]pyrimidin-4-one